C(C)(C)(C)OC(=O)N1C2(CC(C1)(C2)CO)COCC2=CC=CC=C2 1-((benzyloxy)methyl)-4-(hydroxymethyl)-2-azabicyclo[2.1.1]Hexane-2-carboxylic acid tert-butyl ester